CN1NN(C=CC1)C1=C(N=CN1)C(=O)N 5-(3-methyl-1-triazinyl)imidazole-4-formamide